5-bromo-4-(methoxymethyl)pyridin-2-amine BrC=1C(=CC(=NC1)N)COC